3',4'-Dimethylacetophenone CC=1C=C(C=CC1C)C(C)=O